2-(2-((5-(3-(aminomethyl)phenyl)-7-methoxybenzofuran-3-yl)methoxy)-4-methoxyphenyl)acetic acid NCC=1C=C(C=CC1)C=1C=C(C2=C(C(=CO2)COC2=C(C=CC(=C2)OC)CC(=O)O)C1)OC